ethyl 3-bromo-2,6-dichlorobenzoate BrC=1C(=C(C(=O)OCC)C(=CC1)Cl)Cl